cobalt arsenite [As]([O-])([O-])[O-].[Co+3]